(R)-4-(3H-[1,2,3]triazolo[4,5-b]pyridin-3-yl)-N-(6-ethynylisoquinolin-1-yl)-2-fluoro-N-(piperidin-3-yl)benzamide N1=NN(C2=NC=CC=C21)C2=CC(=C(C(=O)N([C@H]1CNCCC1)C1=NC=CC3=CC(=CC=C13)C#C)C=C2)F